5-nitro-2-(3-phenylpropylamino)-benzoic acid [N+](=O)([O-])C=1C=CC(=C(C(=O)O)C1)NCCCC1=CC=CC=C1